Benzfluoranthene C1=CC=C2C=CC=C3C4=CC=C5C(=C4C1=C23)C=CC=C5